C(C)C(C(=O)O)(CCCCCCCCCC)CCCCCC.C(CCCCCCCCCCCCCCC)(=O)OCC(CCCC)CC 2-ethylhexyl palmitate Ethylhexyl-laurate